1-(3-(3-((2-(4-methoxypiperidin-1-yl)pyrimidin-4-yl)amino)-8-((2R,3S)-2-methyl-3-(2-(methylsulfonyl)propan-2-yl)azetidin-1-yl)isoquinolin-5-yl)azetidin-1-yl)prop-2-en-1-one COC1CCN(CC1)C1=NC=CC(=N1)NC=1N=CC2=C(C=CC(=C2C1)C1CN(C1)C(C=C)=O)N1[C@@H]([C@H](C1)C(C)(C)S(=O)(=O)C)C